methyl-2-(((6-chloropyrimidin-4-yl)amino)methyl)-6-cyclopropylimidazo[1,2-a]pyridine-8-carboxylate COC(=O)C=1C=2N(C=C(C1)C1CC1)C=C(N2)CNC2=NC=NC(=C2)Cl